C(C)(=O)N[C@H](C(=O)N[C@@H](CC1=CC=C(C=C1)NS(O)(=O)=O)C=1SC=C(N1)C(C)(C)C)CC1=CC=CC=C1 4-[(S)-2-((S)-2-Acetamido-3-phenylpropanamido)-2-(4-tert-butylthiazol-2-yl)ethyl]phenylsulfamic acid